trifluoromethyl-tetrafluorophenyl-triethoxysilane FC(F)(F)C(C(F)(F)F)(O[Si](OCC)(OCC)C1=CC=CC=C1)F